3-[2-[1-cyclopropyl-2-(trifluoromethyl)-1,3-benzodiazol-5-yl]ethynyl]-1-[(3S,5R)-5-(methoxymethyl)-1-(prop-2-enoyl)pyrrolidin-3-yl]-5-(methylamino)pyrazole-4-carboxamide C1(CC1)N1C(=NC2=C1C=CC(=C2)C#CC2=NN(C(=C2C(=O)N)NC)[C@@H]2CN([C@H](C2)COC)C(C=C)=O)C(F)(F)F